OC1CC2C3CCC(C2CC1O)C3 4,5-dihydroxy-tricyclo[6.2.1.02,7]undecane